N-(3-chloro-2-fluoro-phenyl)-7-[2-[(1r,5s)-3-methyl-3-azabicyclo[3.1.0]hexane-1-yl]ethynyl]-6-nitro-quinazolin-4-amine ClC=1C(=C(C=CC1)NC1=NC=NC2=CC(=C(C=C12)[N+](=O)[O-])C#C[C@@]12CN(C[C@H]2C1)C)F